3-amino-3-(2-nitrophenyl)-propionate NC(CC(=O)[O-])C1=C(C=CC=C1)[N+](=O)[O-]